(4-amino-1,7-dimethyl-1H-pyrazolo[4,3-c]quinolin-8-yl)(2-(3-fluoropyridin-2-yl)-4-(2,2,2-trifluoroethyl)pyrazolin-1-yl)methanone NC1=NC=2C=C(C(=CC2C2=C1C=NN2C)C(=O)N2N(C=C(C2)CC(F)(F)F)C2=NC=CC=C2F)C